The molecule is a rebaudioside that is rebaudioside A in which the the hydroxy groups at positions 2 and 3 of the beta-D-glucosyl ester moiety have both been converted to the corresponding beta-D-glucoside. Found in very low concentraitions in the leaves of Stevia Rebaudiana, it is more than 200 times sweeter than sucrose. It has a role as a sweetening agent. It is a beta-D-glucoside, a tetracyclic diterpenoid and a rebaudioside. It derives from a rebaudioside A, a rebaudioside D and a beta-D-Glcp-(1->2)-[beta-D-Glcp-(1->3)]-beta-D-Glcp. C[C@@]12CCC[C@@]([C@H]1CC[C@]34[C@H]2CC[C@](C3)(C(=C)C4)O[C@H]5[C@@H]([C@H]([C@@H]([C@H](O5)CO)O)O[C@H]6[C@@H]([C@H]([C@@H]([C@H](O6)CO)O)O)O)O[C@H]7[C@@H]([C@H]([C@@H]([C@H](O7)CO)O)O)O)(C)C(=O)O[C@H]8[C@@H]([C@H]([C@@H]([C@H](O8)CO)O)O[C@H]9[C@@H]([C@H]([C@@H]([C@H](O9)CO)O)O)O)O[C@H]1[C@@H]([C@H]([C@@H]([C@H](O1)CO)O)O)O